5-((1-methyl-azetidin-2-yl)methoxy)benzamide CN1C(CC1)COC=1C=CC=C(C(=O)N)C1